3-((4-iodophenyl)(methyl)amino)-3-oxopropanoic acid IC1=CC=C(C=C1)N(C(CC(=O)O)=O)C